5-tert-butyl-1,3-bis(2-chloro-2-propyl)benzene C(C)(C)(C)C=1C=C(C=C(C1)C(C)(C)Cl)C(C)(C)Cl